N(=NC(C(=O)NC(C)(CO)CO)(C)C)C(C(=O)NC(C)(CO)CO)(C)C azobis(2-methyl-N-[1,1-bis(hydroxymethyl)ethyl]propionamide)